(E)-2-((2,2-dimethyl-2,3-dihydrobenzofuran-7-yl)oxy)-N'-(4-methylbenzylidene)acethydrazide CC1(OC2=C(C1)C=CC=C2OCC(=O)N/N=C/C2=CC=C(C=C2)C)C